C(C)N(C=1C=CC2=C(C1)[Si]1(CCCCC1)C1=C(C23OC(C2=CC(=C(C=C23)C(=O)O)SC)=O)C=CC(=C1)N(CC)CC)CC 3',7'-bis(diethylamino)-5-(methylthio)-3-oxo-3H-dispiro[isobenzofuran-1,10'-dibenzo[b,e]siline-5',1''-silinane]-6-carboxylic acid